NC1=CC(N(N=C1C1=C(C=CC=C1)C(F)(F)F)C[C@H](C)O)=O (S)-5-amino-2-(2-hydroxypropyl)-6-(2-(trifluoromethyl)phenyl)pyridazin-3(2H)-one